8-[(2R,3S)-3-(methanesulfonyl-methyl)-2-methylazetidin-1-yl]-N-[2-(4-methylpiperazin-1-yl)pyrimidin-4-yl]-5-(propan-2-yl)isoquinolin-3-amine CS(=O)(=O)C[C@@H]1[C@H](N(C1)C=1C=CC(=C2C=C(N=CC12)NC1=NC(=NC=C1)N1CCN(CC1)C)C(C)C)C